CC(C[Sn](OC(C(F)(F)F)(C)C)(OC(C(F)(F)F)(C)C)OC(C(F)(F)F)(C)C)=C (2-methylallyl)tris((1,1,1-trifluoro-2-methylpropan-2-yl)oxy)stannane